N-(5-(4-cyano-1-(piperazin-1-yl)isoquinolin-7-yl)-2-methoxypyridine-3-yl)-2,4-difluorobenzenesulfonamide trifluoroacetate FC(C(=O)O)(F)F.C(#N)C1=CN=C(C2=CC(=CC=C12)C=1C=C(C(=NC1)OC)NS(=O)(=O)C1=C(C=C(C=C1)F)F)N1CCNCC1